C(C(C)C)C1=CC=C(C=C1)[C@H](C(=O)OCCN(C)C)C 2-(dimethylamino)ethyl (R,S)-2-(p-isobutylphenyl)propionate